ClC1=C(C=C(C=C1)C1=CC(=C(C=C1)C#N)C(C)C)CC(C(=O)NC1=CC=C(C=C1)C1=NN=CN1C)NC(=O)C=1N(N=CC1)C N-[1-[[2-chloro-5-(4-cyano-3-isopropyl-phenyl)phenyl]methyl]-2-[4-(4-methyl-1,2,4-triazol-3-yl)anilino]-2-oxo-ethyl]-2-methyl-pyrazole-3-carboxamide